Cl.Cl.N1(CCC2=CC=CC=C12)C/C=C/[C@H]1NCCC[C@@H]1O (2R,3S)-2-((E)-3-(indolin-1-yl)prop-1-en-1-yl)piperidin-3-ol dihydrochloride